tert-butyl (3R,4R)-3-[[(4R,10bS)-9-bromo-2-(8-cyano-5-quinolyl)-4-methyl-3,4,6,10b-tetrahydro-1H-pyrazino[2,1-a]isoindol-8-yl]amino]-4-methoxy-pyrrolidine-1-carboxylate BrC1=C(C=C2CN3[C@@H](C2=C1)CN(C[C@H]3C)C3=C1C=CC=NC1=C(C=C3)C#N)N[C@@H]3CN(C[C@H]3OC)C(=O)OC(C)(C)C